2-(4-(5-(4,5-Dimethoxy-2-nitrophenyl)-2H-tetrazol-2-yl)phenethyl)-6-(1H-imidazol-1-yl)-1,2,3,4-tetrahydroisoquinoline COC1=CC(=C(C=C1OC)C=1N=NN(N1)C1=CC=C(CCN2CC3=CC=C(C=C3CC2)N2C=NC=C2)C=C1)[N+](=O)[O-]